4-((1R,5S)-8-((3-chloro-2-fluorophenyl)sulfonyl)-3,8-diazabicyclo[3.2.1]oct-3-yl)-N-(4-chloro-3-(trifluoromethyl)phenyl)benzofuran-2-carboxamide ClC=1C(=C(C=CC1)S(=O)(=O)N1[C@H]2CN(C[C@@H]1CC2)C2=CC=CC1=C2C=C(O1)C(=O)NC1=CC(=C(C=C1)Cl)C(F)(F)F)F